C(=O)(O)C1=CC=C(C=C1)C=C p-carboxylphenylethylene